OCCCCCCC=1N=NN(C1)CCOCCOCCOCCOCCNC(O)=O.N1C=C(C2=CC=CC=C12)C(C(N(C([2H])([2H])[2H])C([2H])([2H])[2H])([2H])[2H])([2H])[2H] 2-(1H-indol-3-yl)-N,N-bis(methyl-d3)ethan-1-amine-1,1,2,2-d4 (14-(4-(6-hydroxyhexyl)-1H-1,2,3-triazol-1-yl)-3,6,9,12-tetraoxatetradecyl)carbamate